NCC1=C(C=CC=C1)C1=CC(=CS1)C(C)NC1=NC(=NC2=CC(=C(C=C12)OC)OC)C N-[1-{5-[2-(aminomethyl)phenyl]thiophen-3-yl}ethyl]-6,7-dimethoxy-2-methylquinazolin-4-amine